diethyl-2,5-bis(azetidin-1-yl)terephthalate C(C)OC(C1=C(C=C(C(=O)OCC)C(=C1)N1CCC1)N1CCC1)=O